FC(C(=O)NC1=CC=C(C=C1)F)F 2,2-difluoro-N-(p-fluorophenyl)acetamide